NC1=C2N=CN(C2=NC(=N1)C1=CC(=CC=C1)O)C1CCC(CC1)C(=O)NC1=CC(=CC=C1)OC 4-[6-amino-2-(3-hydroxyphenyl)-9H-purin-9-yl]-N-(3-methoxyphenyl)cyclohexanecarboxamide